FC1=CC=C(C=C1)C=1C=C2C(=C(C(N(C2=NC1)CC1=CC=NC=C1)=O)C(=O)OCC)O ethyl 6-(4-fluorophenyl)-4-hydroxy-2-oxo-1-(pyridin-4-ylmethyl)-1,2-dihydro-1,8-naphthyridine-3-carboxylate